FC1=C(C(=CC=C1)F)C1=N[C@H](C(NC=2SC=3C[C@@H](CC3C12)C)=O)C (4R,11S)-13-(2,6-difluorophenyl)-4,11-dimethyl-7-thia-9,12-diazatricyclo[6.5.0.02,6]trideca-1(8),2(6),12-trien-10-one